N1(N=CC=C1)C1CN(CCOC1)C=1C2=C(N=C(N1)OC[C@]13CCCN3C[C@@H](C1)F)CN(CC2)C2=CC(=CC1=CC=C(C(=C21)Cl)F)O 4-(4-(6-(1H-pyrazol-1-yl)-1,4-oxazepan-4-yl)-2-(((2R,7aS)-2-fluorohexahydro-1H-pyrrolizin-7a-yl)methoxy)-5,6-dihydropyrido[3,4-d]pyrimidin-7(8H)-yl)-5-chloro-6-fluoronaphthalen-2-ol